3-bromo-5-phenyl-6,7-dihydro-4H-pyrazolo[1,5-a]pyrazine BrC=1C=NN2C1CN(CC2)C2=CC=CC=C2